C(#N)C1=CC(=NC=C1)N1[C@@H](CCC1=O)C(=O)N(C1=CC(=CC=C1)F)[C@@]1(CCC2=CC=C(C=C12)F)C(NC1CC(C1)(F)F)=O (S)-1-(4-cyanopyridin-2-yl)-N-((R)-1-((3,3-difluorocyclobutyl)carbamoyl)-6-fluoro-2,3-dihydro-1H-inden-1-yl)-N-(3-fluorophenyl)-5-oxopyrrolidine-2-carboxamide